C(C)(C)(C)C(C1=CC=C(C=C1)Cl)(C1=CC=C(C=C1)C)O alpha-tert-butyl-4-chloro-4'-methyl-benzhydrol